C(C)(=O)OCC1=CC=C(O1)/C=C/C(=O)O (2E)-3-{5-[(acetoxy)methyl]-2-furyl}acrylic acid